N(CCOCCCO)(CCOCCCO)CCOCCCO 3,3',3''-[nitrilotris(ethane-2,1-diyloxy)]tripropan-1-ol